BrC=1C=C(C(=C2C=CC=NC12)C[C@@H]1N=C([C@@H](N=C1OC)C(C)C)OC)F 8-bromo-6-fluoro-5-(((2S,5S)-5-isopropyl-3,6-dimethoxy-2,5-dihydropyrazin-2-yl)methyl)quinoline